(cis)-1-methyl-3-[5-(4,4,5,5-tetramethyl-1,3,2-dioxaborolan-2-yl)-7-(trifluoromethyl)-2H-indazol-2-yl]cyclobutan-1-ol CC1(CC(C1)N1N=C2C(=CC(=CC2=C1)B1OC(C(O1)(C)C)(C)C)C(F)(F)F)O